[H]* HYDROGEN